2-[[5-chloro-2-cyano-3-(trifluoromethyl)phenyl]-amino]-N-(4-fluorophenyl)-N-methylacetamide ClC=1C=C(C(=C(C1)NCC(=O)N(C)C1=CC=C(C=C1)F)C#N)C(F)(F)F